silver-germanium-selenide [Ge]=[Se].[Ag]